[6-(2-chloro-5-fluorophenyl)-2-(dimethylamino)-8-oxo-1,6,7,8-tetrahydroimidazo[4,5-e]isoindol-5-yl]-5-fluoro-3-(trifluoromethyl)benzamide ClC1=C(C=C(C=C1)F)C1NC(C2=C3C(=CC(=C12)C1=C(C(=O)N)C=C(C=C1C(F)(F)F)F)N=C(N3)N(C)C)=O